N-methyl-N-[3-({[2-{[3-(piperidin-1-ylcarbonyl)phenyl]amino}-5-(trifluoromethyl)pyrimidin-4-yl]amino}methyl)pyridin-2-yl]methanesulfonamide CN(S(=O)(=O)C)C1=NC=CC=C1CNC1=NC(=NC=C1C(F)(F)F)NC1=CC(=CC=C1)C(=O)N1CCCCC1